C(C)(C)(C)OC([C@H](C(C)C1=C(C(=CC=C1F)C)C)NS(=O)(=O)C1=C(C(=O)OC)C=C(C=C1NC)Cl)=O methyl 2-(N-((2S)-1-(tert-butoxy)-3-(6-fluoro-2,3-dimethylphenyl)-1-oxobutan-2-yl) sulfamoyl)-5-chloro-3-(methylamino)benzoate